3-[(3-chloro-2-methoxyphenyl)amino]-2-(3-{2-[(2R)-1-(prop-2-enoyl)piperidin-2-yl]ethynyl}pyridin-4-yl)-1H,5H,6H,7H-pyrrolo[3,2-c]pyridin-4-one ClC=1C(=C(C=CC1)NC1=C(NC2=C1C(NCC2)=O)C2=C(C=NC=C2)C#C[C@@H]2N(CCCC2)C(C=C)=O)OC